C[Si](CC[SiH2]CO)(CC[Si](C)(C)C)C [2-[dimethyl-[2-(trimethylsilyl)ethyl]silyl]ethyl]silylmethanol